NC1=C(C(=NC=2N1N=C(C2C)C)NCCC2=NN(C=C2)CC)C#N 7-amino-5-{[2-(1-ethyl-1H-pyrazol-3-yl)ethyl]amino}-2,3-dimethylpyrazolo[1,5-a]pyrimidine-6-carbonitrile